C(C)(=O)OC1(CC(C1)C(F)(F)F)C1=CC=2C(=NC(=CC2)C=2C=C3C(=NC2)N(N=N3)C)S1 1-(6-(3-methyl-3H-[1,2,3]triazolo[4,5-b]pyridin-6-yl)thieno[2,3-b]pyridin-2-yl)-3-(trifluoromethyl)cyclobutyl acetate